C(C1=CC=CC=C1)OC1=CC=C2C(=N1)NC(=C2)C=2N=C1N(C(=CC(=C1)C(=O)N1C[C@@H](CCC1)NC(OC(C)(C)C)=O)OC)C2C tert-butyl (R)-(1-(2-(6-(benzyloxy)-1H-pyrrolo[2,3-b]pyridin-2-yl)-5-methoxy-3-methylimidazo[1,2-a]pyridine-7-carbonyl)piperidin-3-yl)carbamate